2-amino-N-cyclopropyl-5-{2-[(1S)-1-cyclopropylethyl]-7-methanesulfonamido-1-oxo-2,3-dihydro-1H-isoindol-5-yl}pyrazolo[1,5-a]pyrimidine-3-carboxamide NC1=NN2C(N=C(C=C2)C=2C=C3CN(C(C3=C(C2)NS(=O)(=O)C)=O)[C@@H](C)C2CC2)=C1C(=O)NC1CC1